CC1=C(C(=C(C=C1)C1=C(C=C(C=C1C(=O)O)C(=O)O)C(=O)O)C)C trimethyl-2,4,6-tricarboxyphenyl-benzene